C(C)OC(C(C)(C)OC1=CC=C(C=C1)C(=O)C1=C(N=C(S1)N(C1=CC=C(C=C1)F)C(C(=O)N)C)N)=O [4-[4-amino-2-(N-[2-amino-1-methyl-2-oxo-ethyl]-4-fluoro-anilino)thiazole-5-carbonyl]phenoxy]-2-methyl-propionic acid ethyl ester